The molecule is an acyl-CoA having acetyl as its S-acetyl component. It has a role as an effector, a coenzyme, an acyl donor and a fundamental metabolite. It derives from an acetic acid and a coenzyme A. It is a conjugate acid of an acetyl-CoA(4-). CC(=O)SCCNC(=O)CCNC(=O)[C@@H](C(C)(C)COP(=O)(O)OP(=O)(O)OC[C@@H]1[C@H]([C@H]([C@@H](O1)N2C=NC3=C(N=CN=C32)N)O)OP(=O)(O)O)O